CC1=NC=C(N=C1CCCCC)C 2,5-dimethyl-3-pentyl-pyrazine